C(CCCCCCCCCCCCCCCCCCCCCCCCCCCCCCCCCCCCCCC)(=O)OCCCCCCCC\C=C/C[C@H](O)CCCCCC ricinoleyl tetracontanate